tributylmethylammonium bistrifluoromethanesulfonamide salt FC(S(=O)(=O)[NH-])(F)F.FC(S(=O)(=O)[NH-])(F)F.C(CCC)[N+](C)(CCCC)CCCC.C(CCC)[N+](CCCC)(CCCC)C